3-(2,4,6-triiodophenoxy) propylene oxide IC1=C(OCC2CO2)C(=CC(=C1)I)I